N1=C(N=CC=C1)C1(CC1)O 1-(pyrimidin-2-yl)cyclopropan-1-ol